FC(N1N=C(C=C1)C1=NN=C(O1)C(=O)N1[C@H](C2=C(CC1)NC=N2)C2=NN1C(C(=CC=C1)C(F)(F)F)=C2)(F)F (R)-(5-(1-(trifluoromethyl)-1H-pyrazol-3-yl)-1,3,4-oxadiazol-2-yl)(4-(4-(trifluoromethyl)pyrazolo[1,5-a]pyridin-2-yl)-6,7-dihydro-1H-imidazo[4,5-c]pyridin-5(4H)-yl)methanone